ClC1=CC(=C(C=C1)C1OC2=C(C=CC=C2C(C1)(F)F)N1CCN(CC1)C(=O)OC(C)(C)C)F tert-Butyl 4-(2-(4-chloro-2-fluorophenyl)-4,4-difluorochroman-8-yl)piperazine-1-carboxylate